[Ce].C1(=C(C=CC=C1)C1=C(C2=C(SC3=C2C=CC=C3)C=C1)C1=C(C(=C(C=C1)C1=CC=CC=C1)C1=CC=CC=C1)C1=NN=NC=C1)C1=CC=CC=C1 (biphenylyl)[di(phenyl)triazinylphenyl]dibenzothiophene cerium